3-(4-chloro-1H-indol-2-yl)-1-isopropyl-1H-pyrazolo[3,4-d]pyrimidin-4-amine ClC1=C2C=C(NC2=CC=C1)C1=NN(C2=NC=NC(=C21)N)C(C)C